C1(=CC=CC=C1)C(=NN(\C(=N/O)\N)C)C1=CC=CC=C1 (Z)-2-(diphenylmethylene)-N'-hydroxy-1-methylhydrazine-1-carboxamidine